C/C=C/COP(=O)(O)OP(=O)(O)O The molecule is an organic diphosphate formed by condensation of diphosphoric acid with crotyl alcohol. It derives from a crotyl alcohol.